3-(1H-indol-3-yl)-4-(1-{2-[(2S)-1-methylpyrrolidinyl]ethyl}-1H-indol-3-yl)-1H-pyrrole-2,5-dione CN1CCC[C@@H]1CCN2C=C(C3=CC=CC=C32)C4=C(C(=O)NC4=O)C5=CNC6=CC=CC=C65